COC(=O)C1=C(NC(=C(C1C=1C2=C(SC1)C=CC(=C2)C(=O)N2CCN(CC2)C)C(C)=O)C)C 5-acetyl-2,6-dimethyl-4-(5-(4-methylpiperazine-1-carbonyl)benzo[b]thiophen-3-yl)-1,4-dihydropyridine-3-carboxylic acid methyl ester